methyl-1,6-hexanediamine CC(CCCCCN)N